FC(C(=O)O)(F)F.COC1=NC=C(C=C1NS(=O)(=O)C1=C(N=C(S1)C)C)C=1C=CC=2N=CN=C(C2N1)C1CCNCC1 N-(2-methoxy-5-(4-(piperidin-4-yl)pyrido[3,2-d]pyrimidin-6-yl)pyridin-3-yl)-2,4-dimethylthiazole-5-sulfonamide trifluoroacetate salt